C(#N)C=1C=CC(=C2C=CC=NC12)N1C[C@@H](C[C@@H](C1)C(F)(F)F)NC(CCC(=O)N)=O N-[(3R,5S)-1-(8-cyano-quinolin-5-yl)-5-trifluoromethyl-piperidin-3-yl]Succinamide